C(C)OC(CCCCCCCCCCC/C=C/C=C)OCC (3E)-16,16-diethoxy-1,3-hexadecadiene